ClC1=NC=C(C(=C1)N1C[C@H](CCC1)NC(OC(C)(C)C)=O)C1=CC=C(C=C1)C(=O)N1CCN(CC1)CCO tert-butyl N-[(3S)-1-[2-chloro-5-[4-[4-(2-hydroxyethyl)piperazin-1-carbonyl]phenyl]-4-pyridyl]-3-piperidyl]carbamate